C(C)(C)OC1=CC=CC=C1 i-propyloxybenzene